(1-methylbenzimidazol-4-yl)methanone CN1C=NC2=C1C=CC=C2C=O